C(C1=CC=CC=C1)O[C@@](C(=O)NN)(CCCCC[C@H](C)O[Si](C1=CC=CC=C1)(C1=CC=CC=C1)C(C)(C)C)C(F)(F)F (2r,8s)-2-(benzyloxy)-8-((tert-butyldiphenylsilyl)oxy)-2-(trifluoromethyl)nonanoyl-hydrazine